5-{[(2,2-dimethylpropanoyl)amino]methyl}-2-(trifluoromethyl)benzoic acid CC(C(=O)NCC=1C=CC(=C(C(=O)O)C1)C(F)(F)F)(C)C